{6-[4-(methanesulfonylamino-methyl)-phenyl]-pyridin-2-yl}carbamic acid tert-butyl ester C(C)(C)(C)OC(NC1=NC(=CC=C1)C1=CC=C(C=C1)CNS(=O)(=O)C)=O